ClC=1C=C(NC2=NN(C3=C2C=NC(=C3)C(=O)N3CCOCCC3)CC(F)(F)F)C=CC1 [3-(3-chloroanilino)-1-(2,2,2-trifluoroethyl)pyrazolo[4,3-c]pyridin-6-yl]-(1,4-oxazepan-4-yl)methanone